ClC1=C(C=CC=C1C)N1N=CC2=C1COC[C@@H]2NC(=O)C2=NNC=1CCCCC21 (R)-N-(1-(2-chloro-3-methylphenyl)-1,4,5,7-tetrahydropyrano[3,4-c]pyrazol-4-yl)-4,5,6,7-tetrahydro-1H-indazole-3-carboxamide